C(N)(=O)C1=C(C(=CC(=C1)Cl)C)NC(=O)C=1N(N=C(C1)CN1N=C(N=N1)C1=CC(=CC=C1)OC)C1=NC=CC=C1Cl N-(2-carbamoyl-4-chloro-6-methyl-phenyl)-2-(3-chloro-2-pyridyl)-5-[[5-(3-methoxyphenyl)tetrazol-2-yl]methyl]pyrazole-3-carboxamide